palladium tetratriphenylphosphine C1(=CC=CC=C1)P(C1=CC=CC=C1)C1=CC=CC=C1.C1(=CC=CC=C1)P(C1=CC=CC=C1)C1=CC=CC=C1.C1(=CC=CC=C1)P(C1=CC=CC=C1)C1=CC=CC=C1.C1(=CC=CC=C1)P(C1=CC=CC=C1)C1=CC=CC=C1.[Pd]